ClC1=C(C=CC=C1)CCC(C(=O)[O-])=O.[Na+] Sodium 4-(2-chlorophenyl)-2-oxobutyrate